5-ethynyl-N-{1-trifluoromethyl-1-[3-methyl-4-(3-oxo-morpholin-4-yl)phenylcarbamoyl]ethyl}thiophene-2-carboxamide C(#C)C1=CC=C(S1)C(=O)NC(C)(C(NC1=CC(=C(C=C1)N1C(COCC1)=O)C)=O)C(F)(F)F